5-(3-Phenylprop-1-en-2-yl)-2-propan-2-ylbenzene-1,3-diol C1(=CC=CC=C1)CC(=C)C=1C=C(C(=C(C1)O)C(C)C)O